O.P(=O)(O)(O)O[C@@H]1[C@H]2[C@]34C=5C(=C(C=CC5C[C@H]([C@@H]3C=C1)N(C)CC4)OC)O2 Codeine Phosphate Hydrate